FC1(CCN(CC1)C1=NC(=NC=C1)NC(C1=C(C=C(C=C1)NS(=O)(=O)CCO)N1CCC2(CC2)CC1)=O)F N-(4-(4,4-difluoropiperidin-1-yl)pyrimidin-2-yl)-4-((2-hydroxyethyl)sulfonamido)-2-(6-azaspiro[2.5]octan-6-yl)benzamide